CC[C@@H]([C@@H](CCCC)O)O (3S,4R)-octane-3,4-diol